CC=1N(C(=CC1)C)C1=CC=C(C(=N1)CC)C=1C=CC=C2C=CC(=NC12)C(=O)O 8-(6-(2,5-dimethyl-1H-pyrrol-1-yl)-2-ethylpyridin-3-yl)quinoline-2-carboxylic acid